C[Si](CCOCN1N=CC=CC1=O)(C)C 2-((2-(trimethylsilyl)ethoxy)methyl)pyridazin-3(2H)-one